NC1=NC=CC=C1C1=NC=2C(=NC(=CC2)C2=CC=CC=C2)N1C1=CC=C(CNC(C2=CC(=C(C(=C2)C=O)O)Cl)=O)C=C1 N-(4-(2-(2-aminopyridin-3-yl)-5-phenyl-3H-imidazo[4,5-b]pyridin-3-yl)benzyl)-3-chloro-5-formyl-4-hydroxybenzamide